CC1(OC[C@H](O1)CC=1C=C(C=CC1)[C@](C(=O)NN(C(=O)OCC1=CC=CC=C1)C)(CCCC(CS(=O)(=O)CCO)(C)C)C)C benzyl 2-((R)-2-(3-(((R)-2,2-dimethyl-1,3-dioxolan-4-yl)methyl)phenyl)-7-((2-hydroxyethyl)sulfonyl)-2,6,6-trimethylheptanoyl)-1-methylhydrazine-1-carboxylate